(3,3-dimethoxy-1-methylcyclobutyl)methyl diisopropylcarbamate C(C)(C)N(C(OCC1(CC(C1)(OC)OC)C)=O)C(C)C